N-phenyl-1-[[5-[5-(trifluoromethyl)-1,2,4-oxadiazol-3-yl]-2-thienyl]methyl]pyrazole-3-carboxamide C1(=CC=CC=C1)NC(=O)C1=NN(C=C1)CC=1SC(=CC1)C1=NOC(=N1)C(F)(F)F